N,N-bis(3-aminopropyl)-octylamine NCCCN(CCCN)CCCCCCCC